NC1=NC=CC(=C1)C[C@@H]1[C@H](N(C1=O)C(=O)N[C@H](CC)C1CCCCC1)C(=O)N(C)C=1C=NN(C1)C (2S,3R)-3-((2-aminopyridin-4-yl)methyl)-N2-(1-methyl-1H-pyrazol-4-yl)-N1-((R)-1-cyclohexylpropyl)-N2-methyl-4-oxoazetidine-1,2-dicarboxamide